1,2-difluoro-1-methylethyl carbonate C(OC(CF)(C)F)([O-])=O